β-D-mannopyranose 1,3,4,6-tetra-O-acetate 2-O-trifluoromethanesulfonate CC(=O)OC[C@@H]1[C@H]([C@@H]([C@@H]([C@@H](O1)OC(=O)C)OS(=O)(=O)C(F)(F)F)OC(=O)C)OC(=O)C